C1(=CC=CC=C1)N1C(=NN=C1)C1[C@H]2CN(C[C@@H]12)C=O [(1R,5S,6r)-6-(4-phenyl-4H-1,2,4-triazol-3-yl)-3-azabicyclo[3.1.0]hex-3-yl]methanone